1-Methyl-1H-pyrrolo[2,3-b]pyridine-4-thiol, sodium salt [Na].CN1C=CC2=C1N=CC=C2S